9,9',9''-(4,6-bis(2,6-diphenylpyridin-4-yl)benzene-1,2,3-triyl)tris(3-methyl-9H-carbazole) C1(=CC=CC=C1)C1=NC(=CC(=C1)C1=C(C(=C(C(=C1)C1=CC(=NC(=C1)C1=CC=CC=C1)C1=CC=CC=C1)N1C2=CC=CC=C2C=2C=C(C=CC12)C)N1C2=CC=CC=C2C=2C=C(C=CC12)C)N1C2=CC=CC=C2C=2C=C(C=CC12)C)C1=CC=CC=C1